Cl.C1(CC1)C1=N[C@@]2(C(N1)=O)CN[C@@H](C2)C(=O)N (5R,8S)-2-Cyclopropyl-4-oxo-1,3,7-triazaspiro[4.4]non-1-ene-8-carboxamide HCl